OCC1CCC(CC1)NC=1C2=C(N=C(N1)NC1=CC=C(C=C1)N1CCOCC1)NC=C2C=O (4-(((1s,4s)-4-(hydroxymethyl)cyclohexyl)amino)-2-((4-morpholinophenyl)amino)-7H-pyrrolo[2,3-d]pyrimidin-5-yl)methanone